C(C1=CC=CC=C1)OCCCCCCCCCCCCCCN(C(=O)[C@@H]1CN(CCC1)C1=CN=CC2=CC=CC=C12)C=1C=CC(N(C1)CC(=O)OCC)=O Ethyl (S)-2-(5-(N-(14-(benzyloxy)tetradecyl)-1-(isoquinolin-4-yl)piperidine-3-carboxamido)-2-oxopyridin-1(2H)-yl)acetate